ClC=1C=C(C=C(C1F)F)N1C2=CC=CC=C2C=2C=CC=CC12 9-(3-chloro-4,5-difluorophenyl)-9H-carbazole